sec-butylborohydride C(C)(CC)[BH3-]